FC=1C=C(CNC(CNC)=O)C=CC1 N-(3-fluorobenzyl)-2-(methylamino)acetamide